FC(C1=NC(=NC(=C1)C(F)(F)F)N1[C@H](C=2NC3=CC=C(C=C3C2CC1)Cl)CCC)(F)F (1S)-2-[4,6-bis(trifluoromethyl)pyrimidin-2-yl]-6-chloro-1-propyl-2,3,4,9-tetrahydro-1H-pyrido[3,4-b]indole